(S)-N-(4-chloro-3-methylphenyl)-5-ethyl-N-methyl-2-(6-methyl-4-(trifluoromethyl)pyridin-2-yl)-1,2,5-thiadiazolidine-3-carboxamide 1,1-dioxide ClC1=C(C=C(C=C1)N(C(=O)[C@H]1N(S(N(C1)CC)(=O)=O)C1=NC(=CC(=C1)C(F)(F)F)C)C)C